9-nitro-5-oxopyrido[2',3':4,5]pyrimido[1,2-a]indol [N+](=O)([O-])C1=CC=2CC=3N(C2C=C1)C(C1=C(N3)N=CC=C1)=O